C[C@H]1O[C@@H](CC(C1)C1=NC2=CC=C(C=C2C=C1)CO)C (2-((2r,6r)-2,6-dimethyltetrahydro-2H-pyran-4-yl)quinolin-6-yl)methanol